azepan-1-yl(3',4'-dimethyl-[1,1'-biphenyl]-3-yl)methanone N1(CCCCCC1)C(=O)C=1C=C(C=CC1)C1=CC(=C(C=C1)C)C